N1(N=CN=C1)C[C@@]1(C[C@@H](CO1)COC1=CC(=C(C=C1C)N1CCN(CC1)C1=CC=C(C(=O)NC2=CC=C(C=C2)F)C=C1)C)C1=C(C=C(C=C1)F)F 4-(4-(4-(((3R,5R)-5-((1H-1,2,4-Triazol-1-yl)Methyl)-5-(2,4-Difluorophenyl)Tetrahydrofuran-3-yl)Methoxy)-2,5-Dimethylphenyl)Piperazin-1-yl)-N-(4-Fluorophenyl)Benzamide